O[C@H]1C[C@H]2CC[C@H]3[C@@H]4CC[C@H](C(CO)=O)[C@]4(CC[C@@H]3[C@]2(CC1)C)C 3α,21-dihydroxy-5b-pregnan-20-one